N1C=NC2=C1C=CC(=C2)C2=CC=C(C=C2)CCCC(=O)NC=2C=NC=CC2 4-(4-(1H-benzo[d]imidazol-5-yl)phenyl)-N-(pyridin-3-yl)butanamide